[Si](C)(C)(C(C)(C)C)O[C@@H]1C[C@@H]2CC[C@H]3[C@@H]4CCC5([C@@]4(C)CC[C@@H]3[C@]2(CC1)C)OCCO5 3β-(tert-Butyldimethylsilyloxy)-17,17-(ethylenedioxy)-5α-androstane